C(#N)C=1C=CC(=C(C1)C1=C(C=NC(=C1)C)C(=O)NC=1SC=2C(=NC=C(N2)C2CCOCC2)N1)OC 4-(5-cyano-2-methoxyphenyl)-6-methyl-N-[6-(oxan-4-yl)-[1,3]thiazolo[4,5-b]pyrazin-2-yl]pyridine-3-carboxamide